2,3-dihydro-1H-imidazol-2-on N1C(NC=C1)=O